5-[(3-cyanophenyl)methyl]-7-hexyl-5H,6H,7H,8H,9H,10H-cyclohepta[b]indole-4-carboxylic acid C(#N)C=1C=C(C=CC1)CN1C2=C(C3=CC=CC(=C13)C(=O)O)CCCC(C2)CCCCCC